C(CCCCCCCC)OC(C(CCCCC)O)=O hydroxyheptanoic acid nonyl ester